3-{2-Chloro-6-methoxy-4-[(1E)-prop-1-en-1-yl]phenyl}-4-hydroxy-8-methoxy-1-azaspiro[4.5]dec-3-en-2-on ClC1=C(C(=CC(=C1)\C=C\C)OC)C=1C(NC2(C1O)CCC(CC2)OC)=O